FC(C(C(F)(F)S(=O)(=O)[O-])(F)F)(C(F)(F)F)F.CN1C=[N+](C=C1)CCCC 1-methyl-3-butylimidazolium nonafluorobutyl-sulfonic acid salt